mono-methylphosphonate COP([O-])=O